6-methyl-1-tosyl-4-vinyl-1,4-dihydro-2H-benzo[d][1,3]oxazin-2-one CC1=CC2=C(N(C(OC2C=C)=O)S(=O)(=O)C2=CC=C(C)C=C2)C=C1